NC1C2=CC=CC(=C2CC12CCNCC2)F 1-amino-4-fluoro-1,3-dihydrospiro[indene-2,4'-piperidine]